COC1=CC=C(CC=2N(C3=C(C(N(C=4N=C(C=CC34)C(F)(F)F)C=3C(=NC=CC3)C)=O)N2)C)C=C1 2-(4-methoxybenzyl)-1-methyl-5-(2-methylpyridin-3-yl)-7-(trifluoromethyl)-1,5-dihydro-4H-imidazo[4,5-c][1,8]naphthyridin-4-one